Adenosylmethionine-d3 [C@@H]1([C@H](O)[C@H](O)[C@@H](CC([C@](N([2H])[2H])(C(=O)O)[2H])CSC)O1)N1C=NC=2C(N)=NC=NC12